diisopropyl-phenylphenoxyacetic acid C(C)(C)C=1C(=C(OC(C(=O)O)C2=CC=CC=C2)C=CC1)C(C)C